ClC=1C(=NC2=CC(=C(C=C2C1N[C@H](CC)C1=NC=CC=C1F)C=1C=NC(=CC1)P(=O)(C)C)F)C 3-chloro-6-[6-(dimethylphosphoryl)pyridin-3-yl]-7-fluoro-N-[(1R)-1-(3-fluoropyridin-2-yl)propyl]-2-methylquinolin-4-amine